1-(p-vinylphenyl)-2-(m-vinylphenyl)-ethane C(=C)C1=CC=C(C=C1)CCC1=CC(=CC=C1)C=C